C(C)(C)(C)C1=C(C=CC=C1)N1C(N=C(C2=C1N=C(C(=C2)Cl)Cl)N2[C@H](CN(CC2)C(=O)OC(C)(C)C)C)=O (S)-tert-Butyl 4-(1-(2-(tert-butyl)phenyl)-6,7-dichloro-2-oxo-1,2-dihydropyrido[2,3-d]pyrimidin-4-yl)-3-methylpiperazine-1-carboxylate